5,5-dimethyltetrahydroFuran-3-one CC1(CC(CO1)=O)C